N1=CC=C(C=C1)C(CCO)O 1-(pyridine-4-yl)propane-1,3-diol